N-(2-morpholino-7-oxo-6-(piperidin-4-yl)-6,7-dihydro-5H-pyrrolo[3,4-b]pyridin-3-yl)pyrazolo[1,5-a]pyrimidine-3-carboxamide O1CCN(CC1)C1=C(C=C2C(=N1)C(N(C2)C2CCNCC2)=O)NC(=O)C=2C=NN1C2N=CC=C1